[Br-].CC1=CC=C(C=C1)S(=O)(=O)N p-toluenesulfonamide, bromide salt